COC1=CC=C(CN(C(OC(C)(C)C)=O)C=2SC(=CN2)C2=NC=CN=C2)C=C1 tert-butyl (4-methoxybenzyl)(5-(pyrazin-2-yl)thiazol-2-yl)carbamate